CC(C)(C)C=1C=C(C=C(C1O)C)CCC(=O)N 3-(1,1-dimethylethyl)-4-hydroxy-5-methyl-benzenepropanamide